tert-butyl N-tert-butoxycarbonyl-N-[4-cyano-1'-(2,2,2-trifluoroacetyl)spiro[2H-thieno[2,3-b]thiophene-3,3'-azetidine]-5-yl]carbamate C(C)(C)(C)OC(=O)N(C(OC(C)(C)C)=O)C1=C(C2=C(S1)SCC21CN(C1)C(C(F)(F)F)=O)C#N